ClC1=CC=C(OCC2=NC=C(C=C2)C2=NN=NN2)C=C1 2-((4-chlorophenoxy)methyl)-5-(1H-tetrazol-5-yl)pyridine